2-[6-(4-fluorophenyl)-6-oxo-hexyl]Isoindoline-1,3-dione FC1=CC=C(C=C1)C(CCCCCN1C(C2=CC=CC=C2C1=O)=O)=O